C(CCCCCCC)(=O)OC(CSCCCCCC(CCCCCSCC(CCCCCC)OC(CCCCCCC)=O)OC(CCCN(C)C)=O)CCCCCC ((6-((4-(Dimethylamino)butanoyl)oxy)undecane-1,11-diyl)bis(sulfanediyl))bis-(octane-1,2-diyl) dioctanoate